NC=1C2=C(N=CN1)N(C(=C2C2=NC=C(C=N2)C2COCC2)C2=CCC1(CCN(CC1)C(C=C)=O)CC2)C (9-(4-amino-7-methyl-5-(5-(tetrahydrofuran-3-yl)pyrimidin-2-yl)-7H-pyrrolo[2,3-d]pyrimidin-6-yl)-3-azaspiro[5.5]undec-8-en-3-yl)prop-2-en-1-one